2,2-diethoxy-N,N-dimethylethane-1-amine C(C)OC(CN(C)C)OCC